diazomethane [N+](=[N-])=C